5-(1-{[1-(3-methoxypropyl)cyclooctyl]methyl}-5-methyl-1H-pyrazol-4-yl)-1,3-thiazole-4-carboxylic acid COCCCC1(CCCCCCC1)CN1N=CC(=C1C)C1=C(N=CS1)C(=O)O